3-(3-hydroxy-3-methylbutan-1-yn-1-yl)quinoline-6-carbaldehyde OC(C#CC=1C=NC2=CC=C(C=C2C1)C=O)(C)C